tert-butyl N-(imidazo[1,2-a]pyridin-2-ylmethyl)-N-(1-oxoisoindolin-2-yl)carbamate N=1C(=CN2C1C=CC=C2)CN(C(OC(C)(C)C)=O)N2C(C1=CC=CC=C1C2)=O